C(C)C=1OC(=NN1)C1=C(C=C(C=C1)C1=CN=C2N1C=CC(=C2)C=2C=NN(C2)C)OC 2-ethyl-5-(2-methoxy-4-(7-(1-methyl-1H-pyrazol-4-yl)imidazo[1,2-a]pyridin-3-yl)phenyl)-1,3,4-oxadiazole